4-((R)-3-((cyclopropylmethyl)amino)piperidin-1-yl)-1-(1-(4-(5-(dimethyl-amino)pyridin-3-yl)-1H-imidazol-1-yl)ethyl)pyridin-2(1H)-one C1(CC1)CN[C@H]1CN(CCC1)C1=CC(N(C=C1)C(C)N1C=NC(=C1)C=1C=NC=C(C1)N(C)C)=O